N-(4-cyano-2-fluoro-phenyl)-5-(2-fluoro-6-methoxy-phenyl)-1H-pyrrole-3-sulfonamide C(#N)C1=CC(=C(C=C1)NS(=O)(=O)C1=CNC(=C1)C1=C(C=CC=C1OC)F)F